(4-((6-amino-5-chloro-pyrimidin-4-yl)oxy)-3-fluorophenyl)-3,5-dimethyl-1-phenyl-1H-pyrazole-4-carboxamide NC1=C(C(=NC=N1)OC1=C(C=C(C=C1)NC(=O)C=1C(=NN(C1C)C1=CC=CC=C1)C)F)Cl